Tripropylene Glycol Diacetate C(C)(=O)OC(C)COC(C)COC(C)COC(C)=O